(R)-8-(1-aminoethyl)-2-(1-((tert-butyldiphenylsilyl)oxy)-2-methylpropan-2-yl)-3,6-dimethylquinazolin-4(3H)-one N[C@H](C)C=1C=C(C=C2C(N(C(=NC12)C(CO[Si](C1=CC=CC=C1)(C1=CC=CC=C1)C(C)(C)C)(C)C)C)=O)C